4-(2-Bromoethylthio)-2-(2,6-dioxopiperidin-3-yl)isoindoline-1,3-dione BrCCSC1=C2C(N(C(C2=CC=C1)=O)C1C(NC(CC1)=O)=O)=O